ethylpyridine-2,5-dicarboxamide C(C)C=1C(=NC=C(C1)C(=O)N)C(=O)N